N1=CC=C(C=C1)CCCC1=CC=NC=C1 1,3-bis(pyridin-4-yl)propane